Cl.NC1=CC=C2C(=CC(OC2=C1)=O)C 7-amino-4-methylcoumarin hydrochloride